BrC=1SC=2C(N[C@H](CN3C2C1CCC3=O)C)=O (S)-2-bromo-7-methyl-3,4,7,8-tetrahydro-5H-1-thia-5a,8-diazabenzo[cd]azulene-5,9(6H)-dione